C12C(CC(CC1)O2)NC=2N=NC(=C1C2C=NC=C1)C1=C(C=C(C=C1)Cl)O 2-(4-((7-oxabicyclo[2.2.1]heptan-2-yl)amino)pyrido[3,4-d]pyridazin-1-yl)-5-chlorophenol